(3R)-3-[(1S)-2-tert-butoxy-1-[[3-(3,3-dimethylindolin-1-yl)phenyl]methyl]-2-oxoethyl]pyrrolidine-1-carboxylic acid tert-butyl ester C(C)(C)(C)OC(=O)N1C[C@H](CC1)[C@@H](C(=O)OC(C)(C)C)CC1=CC(=CC=C1)N1CC(C2=CC=CC=C12)(C)C